O=C1C=C(C2=C3C=CC=NC3=CC=C2O1)C(=O)O 3-oxo-3H-pyrano[3,2-f]quinoline-1-carboxylic acid